2-(1H-benzo[d]imidazol-5-yl)-3-(3-fluoro-4-methoxyphenyl)isoindolin-1-one N1C=NC2=C1C=CC(=C2)N2C(C1=CC=CC=C1C2C2=CC(=C(C=C2)OC)F)=O